(3-(1-(2,6-Dioxopiperidin-3-yl)-3-methyl-2-oxo-2,3-dihydro-1H-benzo[d]imidazol-5-yl)prop-2-yn-1-yl)-5-oxo-2,8-diazaspiro[3.5]nonane-8-carboxylic acid tert-butyl ester C(C)(C)(C)OC(=O)N1CCC(C2(CNC2CC#CC2=CC3=C(N(C(N3C)=O)C3C(NC(CC3)=O)=O)C=C2)C1)=O